6-butyl-2-methyl-3-((6-(trifluoromethyl)pyridin-3-yl)methyl)-5,6,7,8-tetrahydropyrido[4,3-d]pyrimidin-4(3h)-one C(CCC)N1CC2=C(N=C(N(C2=O)CC=2C=NC(=CC2)C(F)(F)F)C)CC1